ethyl 2-(3-cyano-2-methyl-phenyl)pyrazolo[1,5-a]pyrimidine-5-carboxylate C(#N)C=1C(=C(C=CC1)C1=NN2C(N=C(C=C2)C(=O)OCC)=C1)C